S1C(=NC2=C1C=CC=C2)NC(=O)C=2C=CC=C1CCN(CC21)C2=CC=C(C(=N2)C(=O)O)C=2C=NN(C2)CC2=CC(=C(C=C2)NCCCN(C)C)[N+](=O)[O-] 6-[8-(1,3-benzothiazol-2-ylcarbamoyl)-3,4-dihydroisoquinolin-2(1H)-yl]-3-[1-(4-{[3-(dimethylamino)propyl]amino}-3-nitrobenzyl)-1H-pyrazol-4-yl]pyridine-2-carboxylic acid